ClC1=C(C(=CC=C1)Cl)N1N=C(C2=C1N=C(NC2=O)CC2=CC=C(C=C2)OCCO)C(C)C 1-(2,6-Dichlorophenyl)-1,5-dihydro-6-((4-(2-hydroxyethoxy)phenyl)methyl)-3-(1-methylethyl)-4H-pyrazolo[3,4-d]pyrimidin-4-one